C1(CC1)C1=NN(C(=C1C(F)(F)F)C(=O)NC1=CC(=NC=C1)C(=O)N)CC1C(OCC1)C(F)(F)F 4-(3-cyclopropyl-4-(trifluoromethyl)-1-((2-(trifluoromethyl)tetrahydrofuran-3-yl)methyl)-1H-pyrazole-5-carboxamido)picolinamide